OC(C)C=1C(=NC(=CC1)N1C=NC2=C1C=CC(=C2)NC2=NC=C(N=C2)C)N2N=C(C=C2C)C#N 1-[3-(1-hydroxyethyl)-6-[5-[(5-methylpyrazin-2-yl)amino]benzimidazol-1-yl]-2-pyridinyl]-5-methyl-pyrazole-3-carbonitrile